3-[[5-(2-Furanyl)-2-hydroxybenzoyl]amino][1,1'-biphenyl]-4-carboxylic acid O1C(=CC=C1)C=1C=CC(=C(C(=O)NC=2C=C(C=CC2C(=O)O)C2=CC=CC=C2)C1)O